COC1=CC(=C2C=CC(=NC2=C1)C)C=O (7-methoxy-2-methylquinolin-5-yl)methanone